3-(tert-butyl)-9,10-bis(2-n-hexadecenyl-2-carboxyethyl)carbonyloxyanthracene C(C)(C)(C)C=1C=CC2=C(C3=CC=CC=C3C(=C2C1)OC(=O)CC(C=CCCCCCCCCCCCCCC)C(=O)O)OC(=O)CC(C(=O)O)C=CCCCCCCCCCCCCCC